CC1=C(C#N)C=C(C=C1C)OCCC1CNCCC1 2,3-Dimethyl-5-(2-(piperidin-3-yl)ethoxy)benzonitrile